C(N)(=O)CCCC(=O)OC(C)(C)C Tert-butyl (4-carbamoylbutyrate)